C1=NC=C(C2=CC=CC=C12)C1=CC=C(ON2N=NC(=C2)C(=O)O)C=C1 (4-(isoquinolin-4-yl)phenoxy)-1H-1,2,3-triazole-4-carboxylic acid